5-bromo-2-methyl-3-(trifluoromethyl)pyridine cobalt(III) [Co+3].BrC=1C=C(C(=NC1)C)C(F)(F)F